2-(3,5-difluoro-2-pyridinyl)-3-(6-methyl-1H-pyrazolo[3,4-b]pyridin-4-yl)-6,7-dihydro-5H-pyrazolo[5,1-b][1,3]oxazine FC=1C(=NC=C(C1)F)C1=NN2C(OCCC2)=C1C1=C2C(=NC(=C1)C)NN=C2